2-[(4-{6-[(4-chloro-2-fluorobenzyl)oxy]pyridin-2-yl}piperazin-1-yl)methyl]-1-[(1-methyl-1H-imidazol-5-yl)methyl]-1H-benzimidazole-6-carboxylic acid ClC1=CC(=C(COC2=CC=CC(=N2)N2CCN(CC2)CC2=NC3=C(N2CC2=CN=CN2C)C=C(C=C3)C(=O)O)C=C1)F